(3,5-difluoro-4-((7-(2-(methylamino)ethoxy)quinolin-4-yl)oxy)phenyl)-4-ethoxypyridine-3-carboxamide FC=1C=C(C=C(C1OC1=CC=NC2=CC(=CC=C12)OCCNC)F)C1=NC=CC(=C1C(=O)N)OCC